(6S,7S)-6-((2-fluoro-[1,1'-biphenyl]-3-yl)methyl)-N-(2-methoxyethyl)-N-methyl-7-(methylsulfonamido)-5-azaspiro[2.4]heptane-5-carboxamide FC1=C(C=CC=C1C[C@@H]1N(CC2(CC2)[C@@H]1NS(=O)(=O)C)C(=O)N(C)CCOC)C1=CC=CC=C1